C1(CCC1)C=1C=C(C=CC1)[C@H]1CC2(CN(C2)C(=O)C2CC(C2)(C)O)CC1 |r| (rac)-(6-(3-Cyclobutylphenyl)-2-azaspiro[3.4]octan-2-yl)((1s,3s)-3-hydroxy-3-methylcyclobutyl)methanon